NC=1C2=C(N=CN1)N(C=C2)[C@H]2[C@@H]([C@@H]([C@H](C2)CCC2=CC=C1C=C3C(=NC1=C2)NN(C3=O)C3=CC=CC=C3)O)O 7-(2-((1S,2R,3S,4R)-4-(4-amino-7H-pyrrolo[2,3-d]pyrimidin-7-yl)-2,3-dihydroxycyclopentyl)ethyl)-2-phenyl-1,2-dihydro-3H-pyrazolo[3,4-b]quinolin-3-one